ClC=1C=C2CCC[C@]3(C2=CC1)CN(C1=C(OC3)C=CC(=C1)[C@H](C(=O)OC)CC(=O)OC(C)(C)C)C[C@H]1[C@@H](CC1)C=O (R)-4-TERT-BUTYL 1-METHYL 2-((S)-6'-CHLORO-5-(((1R,2R)-2-FORMYLCYCLOBUTYL)METHYL)-3',4,4',5-TETRAHYDRO-2H,2'H-SPIRO[BENZO[B][1,4]OXAZEPINE-3,1'-NAPHTHALEN]-7-YL)SUCCINATE